CC=1N=C(SC1C)NC(=O)C1=C(C=CC=C1)NC(C(=O)O)CCCC=O ((2-((4,5-dimethylthiazol-2-yl)carbamoyl)phenyl)amino)-6-oxohexanoic acid